FC1(CC2(CN(C2)C2=CC=C(C=C2)C2CN(C2)C(=O)N2C[C@H](CC2)C(=O)N)C1)F (3S)-1-[3-[4-(6,6-Difluoro-2-azaspiro[3.3]heptan-2-yl)phenyl]azetidine-1-carbonyl]pyrrolidine-3-carboxamide